tert-butyl (3R)-3-[[5-methyl-6-[4-(trifluoromethyl)phenyl]pyridazin-3-yl]amino]piperidine-1-carboxylate CC=1C=C(N=NC1C1=CC=C(C=C1)C(F)(F)F)N[C@H]1CN(CCC1)C(=O)OC(C)(C)C